[N-[4-amino-5-(pyridine-4-carbonyl)thiazol-2-yl]-3-chloro-4-(difluoromethoxy)anilino]propanamide NC=1N=C(SC1C(=O)C1=CC=NC=C1)N(C1=CC(=C(C=C1)OC(F)F)Cl)C(C(=O)N)C